4-chloro-1-(1-(3-(5-methoxypyridin-3-yl)-1H-1,2,4-triazol-1-yl)ethyl)pyridin-2(1H)-one ClC1=CC(N(C=C1)C(C)N1N=C(N=C1)C=1C=NC=C(C1)OC)=O